(R)-4-cyano-4-methyl-N-((6-phenylthiazolo[5,4-c]pyridazin-3-yl)methyl)isochroman-6-carboxamide C(#N)[C@@]1(COCC2=CC=C(C=C12)C(=O)NCC1=CC2=C(N=N1)SC(=N2)C2=CC=CC=C2)C